N-(6-methoxypyridin-3-yl)-2-{methyl[2-(1,6-naphthyridin-7-yl)-5H,6H,7H-cyclopenta[d]pyrimidin-4-yl]amino}acetamide COC1=CC=C(C=N1)NC(CN(C=1C2=C(N=C(N1)C1=NC=C3C=CC=NC3=C1)CCC2)C)=O